[Sc].[Na] sodium-scandium